1-benzyloxy-2-bromo-benzene C(C1=CC=CC=C1)OC1=C(C=CC=C1)Br